(2S)-1-((2-(2,6-dichloropyridin-4-yl)-2-hydroxyethyl)amino)propan-2-ol ClC1=NC(=CC(=C1)C(CNC[C@H](C)O)O)Cl